N-(5-(1-(4-ethylphenyl)-1H-pyrazol-4-yl)-1H-indol-3-yl)ethanesulfonamide C(C)C1=CC=C(C=C1)N1N=CC(=C1)C=1C=C2C(=CNC2=CC1)NS(=O)(=O)CC